(R)-N-(3-(1-((2-amino-5-chloropyridin-3-yl)oxy)ethyl)phenyl)-3-(1-hydroxycyclobutyl)benzamide NC1=NC=C(C=C1O[C@H](C)C=1C=C(C=CC1)NC(C1=CC(=CC=C1)C1(CCC1)O)=O)Cl